{2-(3,4-epoxycyclohexyl)ethyl}dimethylmethoxysilane C1(CC2C(CC1)O2)CC[Si](OC)(C)C